C1(=CC=CC=C1)C(C1=CC=CC=C1)OC(=O)C1CN2C(CC2S1)=O 7-oxo-4-thia-1-azabicyclo[3.2.0]heptane-3-carboxylic acid diphenylmethyl ester